4-(2-((3-((tert-butyldiphenylsilyl)oxy)-4,5-dimethoxybenzyl)oxy)ethyl)piperidine-1-carboxylate [Si](C1=CC=CC=C1)(C1=CC=CC=C1)(C(C)(C)C)OC=1C=C(COCCC2CCN(CC2)C(=O)[O-])C=C(C1OC)OC